((4-((benzyloxy)methyl)-2,3-dihydrofuran-3-yl)oxy)(tert-butyl)diphenylsilane C(C1=CC=CC=C1)OCC=1C(COC1)O[Si](C1=CC=CC=C1)(C1=CC=CC=C1)C(C)(C)C